4-n-nonylphenoxypentaethylene glycol C(CCCCCCCC)C1=CC=C(OC(COCCOCCOCCOCCO)O)C=C1